(5S)-N-{8-chloro-[trans-4-(pyridin-2-yloxy)cyclohexyl]-5,6-dihydro-4H-[1,2,4]triazolo[4,3-a][1]benzazepin-5-yl}acetamide ClC=1C=CC2=C(C[C@@H](CC=3N2C(=NN3)[C@@H]3CC[C@H](CC3)OC3=NC=CC=C3)NC(C)=O)C1